1-(4,5,6,7-tetrahydrobenzothiophen-6-yl)pyrrolidine hydrochloride salt Cl.S1C=CC2=C1CC(CC2)N2CCCC2